CC1CCN(CC1)C(=O)O.C1(CC1)OC1=C(C=C2C(=NC=NC2=C1)C=1C(=NN(C1)C)C1=CC=CC=C1)O[C@H]1[C@@H](CNCC1)F 7-Cyclopropoxy-6-{[(3R,4R)-3-fluoropiperidin-4-yl]oxy}-4-(1-methyl-3-phenyl-1H-pyrazol-4-yl)quinazoline 4-methylpiperiDine-1-carboxylate